C[Si](CCOCN1N=NN=C1C=1C=CC=C(N)C1)(C)C 5-[1-(2-trimethylsilylethoxymethyl)tetrazol-5-yl]Aniline